CC=1C=C(C=CC1OC1=CC2=C(N(C=N2)C)C=C1)NC=1C2=C(N=CN1)C=NC(=N2)SC N-(3-Methyl-4-((1-methyl-1H-benzo[d]imidazol-5-yl)oxy)phenyl)-6-(methylthio)pyrimido[5,4-d]pyrimidin-4-amine